FC1=C2C(=NN=C(C2=C(C(=C1F)F)F)C=1SC=CC1)C1=C(C=C(C=C1)C(F)(F)F)C(F)(F)F 5,6,7,8-tetrafluoro-1-(2-thienyl)-4-(2,4-bistrifluoromethylphenyl)phthalazine